3-(hydroxymethyl)-3-[(methylamino)methyl]oxolan-2-one OCC1(C(OCC1)=O)CNC